(S)-2-(6-methoxynaphthalen-2-yl)propan-1-ol COC=1C=C2C=CC(=CC2=CC1)[C@@H](CO)C